ClC=1C=C2C(=CC1Cl)NC([C@]21CN(CC1)C(=O)N)=O (3S)-5,6-dichloro-2-oxo-1H-spiro[indole-3,3'-pyrrolidine]-1'-carboxamide